ClC1=CC=C2\C(\C(NC2=C1)=O)=C/C1=CC=C(C=C1)C(F)(F)F (E)-6-chloro-3-(4-(trifluoromethyl)benzylidene)indol-2-one